1,3-dimethyl-5-(4-methylbenzoyl)-1,3,4,5-tetrahydro-2H-benzo[b]azepin-2-one CN1C2=C(C(CC(C1=O)C)C(C1=CC=C(C=C1)C)=O)C=CC=C2